2-((1R,3R,5S)-3-((5-cyclopropyl-3-(2,6-dichlorophenyl)isoxazol-4-yl)methoxy)-8-azabicyclo[3.2.1]oct-8-yl)-4-ethynylbenzo[d]thiazole-6-carboxylic acid C1(CC1)C1=C(C(=NO1)C1=C(C=CC=C1Cl)Cl)COC1C[C@H]2CC[C@@H](C1)N2C=2SC1=C(N2)C(=CC(=C1)C(=O)O)C#C